CC(CCC)(C)C1=C(O)C=C(C(=C1)O)C(CCC)(C)C 2,5-bis(1,1-dimethylbutyl)-hydroquinone